3,11-dihydroxydodecenoic acid ethyl ester C(C)OC(C=C(CCCCCCCC(C)O)O)=O